2-((3R*,4R*)-4-(((6-((R)-4,4-difluoro-2-(4-(trifluoromethyl)phenyl)pyrrolidin-1-yl)-5-fluoropyrimidin-4-yl)amino)methyl)-3-hydroxypiperidin-1-yl)acetamide FC1(C[C@@H](N(C1)C1=C(C(=NC=N1)NC[C@@H]1[C@H](CN(CC1)CC(=O)N)O)F)C1=CC=C(C=C1)C(F)(F)F)F |o1:14,15|